BrC=1C(=NC(=NC1)N1C=NC=C1)C(=O)NC1=CC=C(C=C1)Cl 5-bromo-N-(4-chlorophenyl)-2-(1H-imidazol-1-yl)pyrimidine-4-carboxamide